ClC=1C=C(OC2=C(C=C(C=C2)NC(CC2=CC=C(C=C2)C#N)=O)S(N)(=O)=O)C=CC1 N-[4-(3-chlorophenoxy)-3-sulfamoylphenyl]-2-(4-cyanophenyl)acetamide